ClC1=CC=C(C(=N1)N1N(C(=C(C1=O)NC(C1=CC=C(C=C1)OC(F)F)=O)C1=C(C=C(C=C1F)OC)F)C)C(F)(F)F N-{2-[6-chloro-3-(trifluoromethyl)pyridin-2-yl]-5-(2,6-difluoro-4-methoxyphenyl)-1-methyl-3-oxo-2,3-dihydro-1H-pyrazol-4-yl}-4-(difluoromethoxy)benzamide